(S)-N-(5-(3-fluoropiperidin-1-yl)-2-morpholinothiazolo[4,5-b]pyridin-6-yl)-2-(2-methylpyridin-4-yl)oxazole-4-carboxamide F[C@@H]1CN(CCC1)C1=C(C=C2C(=N1)N=C(S2)N2CCOCC2)NC(=O)C=2N=C(OC2)C2=CC(=NC=C2)C